[N+](=O)([O-])C1=CC=C(C=C1)NC1=C(NC2=CC=CC=C12)C=O 3-[(4-NITROPHENYL)AMINO]-1H-INDOLE-2-CARBALDEHYDE